1-Phenyl-3-(1-(m-tolyl)azepan-2-yl)-1H-pyrrole-2,5-dione C1(=CC=CC=C1)N1C(C(=CC1=O)C1N(CCCCC1)C=1C=C(C=CC1)C)=O